BrC=1C=CC=NC1 (RS)-5-Bromo-pyridin